Cl.N=1C=CN2C1CNCC2 5H,6H,7H,8H-imidazo[1,2-a]pyrazine hydrochloride